ClC1=C2C=C(C=NC2=NC(=C1)C1=CC2=CN(N=C2C(=C1)F)C)N1C[C@H](N(CC1)C(=O)OC(C)(C)C)C tert-butyl (2R)-4-[5-chloro-7-(7-fluoro-2-methylindazol-5-yl)-1,8-naphthyridin-3-yl]-2-methylpiperazine-1-carboxylate